COC=1C=C2CCN(CC2=CC1NC=1N=CC2=C(N1)N(C=C2)C2=C(C=CC=C2)P(C)(C)=O)C (2-(2-((6-Methoxy-2-methyl-1,2,3,4-tetrahydroisoquinolin-7-yl)amino)-7H-pyrrolo[2,3-d]pyrimidin-7-yl)phenyl)dimethylphosphine oxide